CN(C(=O)C1=CC=2C(=NC=CC2)N1)C N,N-dimethyl-1H-pyrrolo[2,3-b]Pyridine-2-carboxamide